CN1CC=C(C12CCN(CC2)C2=CC(=NC(=N2)C(F)(F)F)N2[C@@H]([C@@H](C2)N2CCN(CC2)C(=O)OC(C)(C)C)C)C tert-Butyl 4-((2R,3R)-1-(6-(1,4-dimethyl-1,8-diazaspiro[4.5]dec-3-en-8-yl)-2-(trifluoromethyl)pyrimidin-4-yl)-2-methylazetidin-3-yl)piperazine-1-carboxylate